2-[3-(1-cyano-1-methyl-ethyl)-5-(1H-1,2,4-triazol-1-ylmethyl)phenyl]-2-methyl-propanenitrile C(#N)C(C)(C)C=1C=C(C=C(C1)CN1N=CN=C1)C(C#N)(C)C